N-methyl-6-(trifluoromethyl)-9-[4-(trifluoromethyl)phenyl]-9H-carbazole-3-carboxamide CNC(=O)C=1C=CC=2N(C3=CC=C(C=C3C2C1)C(F)(F)F)C1=CC=C(C=C1)C(F)(F)F